Cl.COC(=O)C1CN(CCN1)C(=O)OCC1=CC=CC=C1 piperazine-1,3-dicarboxylic acid 1-benzyl 3-methyl ester hydrochloride